O[C@@H]1[C@H](CCC12CCN(CC2)C(=O)OC(C)(C)C)[C@@H]2N1C(C3=CC=CC=C23)=CN=C1 tert-butyl (1R,2R)-1-hydroxy-2-[(5S)-5H-imidazo[4,3-a]isoindol-5-yl]-8-azaspiro[4.5]decane-8-carboxylate